C1=C[C@@H]([C@](C=C1)(C(=O)[O-])O)O The molecule is the (1R,6S)-enantiomer of cis-1,6-dihydroxycyclohexa-2,4-dienecarboxylate. It is a conjugate base of a (1R,6S)-1,6-dihydroxycyclohexa-2,4-dienecarboxylic acid. It is an enantiomer of a (1S,6R)-1,6-dihydroxycyclohexa-2,4-diene-1-carboxylate.